C12CC(C1)C2 bicyclo(1.1.1)pentane